4-(6-(trifluoromethoxy)isoquinolin-3-yl)-1H-1,2,3-triazole FC(OC=1C=C2C=C(N=CC2=CC1)C=1N=NNC1)(F)F